O1CC(C1)OC1=CC=C(N=N1)CO (6-(Oxetan-3-yloxy)pyridazin-3-yl)methanol